N-(3-(3-amino-4-(4-cyano-3,5-difluorophenyl)-1H-pyrazol-1-yl)phenyl)acrylamide NC1=NN(C=C1C1=CC(=C(C(=C1)F)C#N)F)C=1C=C(C=CC1)NC(C=C)=O